CN1C(=O)CN=C(C2=C1C=CC(=C2)[N+](=O)[O-])C3=CC=CC=C3F The molecule is a 1,4-benzodiazepinone that is nitrazepam substituted by a methyl group at position 1 and by a fluoro group at position 2'. It is a potent hypnotic, sedative, and amnestic drug used to treat chronic insomnia. It has a role as a sedative, a GABAA receptor agonist and an anxiolytic drug. It is a 1,4-benzodiazepinone, a C-nitro compound and a member of monofluorobenzenes.